COC(=O)CC=1C(NC(N([C@H]2[C@H](O)[C@H](O)[C@@H](CO)O2)C1)=O)=O 5-methoxycarbonylmethyl-uridine